4-(7-(1'-(4-((2,6-dioxopiperidin-3-yl)amino)-2-fluorophenyl)-[1,4'-bipiperidin]-4-yl)-1,3-dimethyl-2-oxo-1,2-dihydroquinolin-5-yl)-1-methyl-1,2,3,4-tetrahydroquinoxaline-6-carbonitrile O=C1NC(CCC1NC1=CC(=C(C=C1)N1CCC(CC1)N1CCC(CC1)C1=CC(=C2C=C(C(N(C2=C1)C)=O)C)N1CCN(C2=CC=C(C=C12)C#N)C)F)=O